7-azaindoleboronic acid pinacol ester N1C(=CC2=CC=CN=C12)B1OC(C)(C)C(C)(C)O1